FC1=C(N)C=CC(=C1)N1[C@H](CCC1)OC 2-fluoro-4-((S)-methoxypyrrolidin-1-yl)aniline